1-((1R,6S)-3-(7-(8-chloronaphthalen-1-yl)-2-(((S)-1-methylpyrrolidin-2-yl)methoxy)-5,6,7,8-tetrahydropyrido[3,4-d]pyrimidin-4-yl)-3-azabicyclo[4.1.0]heptan-6-yl)prop-2-en-1-one ClC=1C=CC=C2C=CC=C(C12)N1CC=2N=C(N=C(C2CC1)N1C[C@@H]2C[C@@]2(CC1)C(C=C)=O)OC[C@H]1N(CCC1)C